CC1=C(C=CC(=C1)C)CC(=O)C1=C(C(=C(S1)NCC1=CC=C(C=C1)OC)C(=O)OC)C methyl 5-[(2,4-dimethylphenyl)acetyl]-2-[(4-methoxybenzyl)-amino]-4-methylthiophene-3-carboxylate